C1(CCCCC1)N1C2=C(C3=CC=CC=C13)C1=C(O2)C(C2=CC=CC=C2C1=O)=O 5-cyclohexyl-5H-naphtho[2',3':4,5]furo[2,3-b]indole-7,12-dione